ClC[C@H](COC1=C(C=C(C=C1Cl)C(C)(C)C1=CC=C(C=C1)OC[C@H](COC)O)Cl)O (S)-1-chloro-3-(2,6-dichloro-4-(2-(4-((S)-2-hydroxy-3-methoxypropoxy)phenyl)propan-2-yl)phenoxy)propan-2-ol